4-ALLYLOXYBENZALDEHYDE C(C=C)OC1=CC=C(C=O)C=C1